3-(1-(3-(1-(4-methyl-4H-1,2,4-triazol-3-ylthio)ethyl)phenyl)-1H-1,2,3-triazol-4-yl)benzamide CN1C(=NN=C1)SC(C)C=1C=C(C=CC1)N1N=NC(=C1)C=1C=C(C(=O)N)C=CC1